FC[C@]1(C(NCC1)=O)C=1OC(=NN1)C1=NC=CC=C1NC1=CC=C(C=C1)C(F)(F)F (S)-3-(fluoromethyl)-3-(5-(3-((4-(trifluoromethyl)phenyl)amino)pyridin-2-yl)-1,3,4-oxadiazol-2-yl)pyrrolidin-2-one